C(C)N(CCN1C=CC2=CC(=CC=C12)[N+](=O)[O-])CC N,N-diethyl-2-(5-nitro-1H-indol-1-yl)ethane-1-amine